tert-butyl (R)-(1-(4-bromophenyl)-2-hydroxyethyl)carbamate BrC1=CC=C(C=C1)[C@H](CO)NC(OC(C)(C)C)=O